NC1=NC(=C(C=2N1N=C(N2)COC2=C(C#N)C=CC=N2)C2=CC(=NC(=C2)C)C)C2=CC(=CC=C2)C#N ((5-amino-7-(3-cyanophenyl)-8-(2,6-dimethylpyridin-4-yl)-[1,2,4]triazolo[1,5-c]pyrimidin-2-yl)methoxy)nicotinonitrile